N1=CN=CC2=C1CNCC2 5H,6H,7H,8H-pyrido[3,4-d]pyrimidin